8-((4-Methoxyphenyl)amino)-7,7-dimethyl-7,8-dihydro-[1,3]dioxolo[4,5-g]quinolin-6(5H)-one COC1=CC=C(C=C1)NC1C(C(NC=2C=C3C(=CC12)OCO3)=O)(C)C